N(=C=O)C1=CN=CC2=C(C=CC=C12)[N+](=O)[O-] 4-isocyanato-8-nitroisoquinoline